CN1C(C2=C(C(=C1C)C)CNC2)=O 5,6,7-trimethyl-1,2,3,5-tetrahydro-4H-pyrrolo[3,4-C]pyridin-4-one